NC1=NC=NN2C1=C(C=C2C=2C=NC(=C(C(=O)N[C@@H]1CN(C[C@@H]1C)C(=O)OCC1=CC=CC=C1)C2)C)C(F)(F)F benzyl (3S,4S)-3-(5-(4-amino-5-(trifluoromethyl)pyrrolo[2,1-f][1,2,4]triazin-7-yl)-2-methylnicotinamido)-4-methylpyrrolidine-1-carboxylate